ClC=1C(=CC(=NC1)CCC1=C(C=C(C=C1C)CN1CC(C1)C(=O)O)C)C(F)(F)F 1-[(4-{2-[5-chloro-4-(trifluoromethyl)-2-pyridyl]ethyl}-3,5-xylyl)methyl]-3-azetidinecarboxylic acid